C(=C/CCCC)/C(CC(=O)O)CCC.FC1=NC=C(C=C1)C=1N(C=C(N1)C(F)(F)F)C 2-fluoro-5-(1-methyl-4-(trifluoromethyl)-1H-imidazol-2-yl)pyridine (Z)-3-hexenyl-hexanoate